ClC(=C)P(=O)=O chloro-phosphoethylene